N-(2-hydroxy-5-(6-(2-(4-hydroxypiperidin-1-yl)-4-(trifluoromethyl)phenyl)-1-oxo-3,4-dihydroisoquinolin-2(1H)-yl)phenyl)methanesulfonamide OC1=C(C=C(C=C1)N1C(C2=CC=C(C=C2CC1)C1=C(C=C(C=C1)C(F)(F)F)N1CCC(CC1)O)=O)NS(=O)(=O)C